CC=1C=C(C=C)C=C(C1[Si](O[Si](C)(C)C)(O[Si](C)(C)C)OCC)C 3,5-dimethyl-4-[ethoxybis(trimethylsiloxy)silyl]styrene